COC1=CC2=C(NC(=N2)C2=C(C=3C(NC2=O)=CN(N3)CC)N[C@@H](C)C=3N=COC3)C=C1OC (S)-6-(5,6-dimethoxy-1H-benzo[d]imidazol-2-yl)-2-ethyl-7-((1-(oxazol-4-yl)ethyl)amino)-2H-pyrazolo[4,3-b]pyridin-5(4H)-one